3-N-Boc-6-oxa-3-azabicyclo[3.1.0]hexane C(=O)(OC(C)(C)C)N1CC2OC2C1